1,2-bis(4-carboxy-3-aminophenyl)ethene C(=O)(O)C1=C(C=C(C=C1)C=CC1=CC(=C(C=C1)C(=O)O)N)N